CC1=CC=C(O1)C1=NC=CC=2N1N=C(N2)C(C)C 5-(5-methylfuran-2-yl)-2-propan-2-yl-[1,2,4]triazolo[1,5-c]pyrimidin